1-butyl-3-methyl-imidazole iodide [I-].C(CCC)N1CN(C=C1)C